1,4-bis(benzenesulfonyl)naphthalene C1(=CC=CC=C1)S(=O)(=O)C1=CC=C(C2=CC=CC=C12)S(=O)(=O)C1=CC=CC=C1